13-(3-(11H-benzo[a]carbazol-11-yl)-2-bromophenyl)-13H-dibenzo[a,h]carbazole C1=CC=CC=2C1=C1N(C3=CC=CC=C3C1=CC2)C=2C(=C(C=CC2)N2C1=CC3=C(C=C1C1=CC=C4C(=C21)C=CC=C4)C=CC=C3)Br